COC1N(CCOC1)C(=O)OC(C)(C)C tert-Butyl 3-methoxymorpholine-4-carboxylate